5-azaspiro[2.3]hexane-5-carboxamide C1CC12CN(C2)C(=O)N